N1-(2-(piperazin-1-yl)ethyl)-N1,N2,N2-tritetradecylethane-1,2-diamine N1(CCNCC1)CCN(CCN(CCCCCCCCCCCCCC)CCCCCCCCCCCCCC)CCCCCCCCCCCCCC